ClC1=CC=C(C=C1)C1=NC=CC=C1 (4-chlorophenyl)pyridine